oleylamine Zinc [Zn].C(CCCCCCC\C=C/CCCCCCCC)N